(S,E)-N-(cyclobutylmethylene)-2-methylpropane-2-sulfinamide C1(CCC1)\C=N\[S@@](=O)C(C)(C)C